NC1=CC=C(OC=2C(=C(C=C(C2)C(C)(C)C)OC2=CC=C(C=C2)N)C(C)(C)C)C=C1 bis(4-aminophenoxy)-2,5-di-t-butylbenzene